C(O[C@@H]1[C@H](CC1)ONC(=O)C=1C=NN2C1N=C(C=C2NC)NC=2C(N(C=CC2)N2C=CC=C2)=C=O)([2H])([2H])[2H] N-((1S,2S)-2-(methoxy-d3)-cyclobutyloxy)-7-(methylamino)-5-((2-carbonyl-1-(1H-pyrrol-1-yl)-1,2-dihydropyridin-3-yl)amino)pyrazolo[1,5-a]pyrimidine-3-carboxamide